BrC1=C(C=CC=C1)C1=NC2=CC=CC=C2C=C1 2-(2-bromophenyl)quinolin